FC(S(=O)(=O)OC=1C=C2C(=NC=NC2=CC1OC)C=1C(=NN(C1)C)C1=C(C=CC=C1)F)(F)F 4-(3-(2-fluorophenyl)-1-methyl-1H-pyrazol-4-yl)-7-methoxyquinazolin-6-yl trifluoromethanesulfonate